C1(CCC1)NC(CN1C(C2=CC=C(C=C2CC1)OC\C(\CNC(OC(C)(C)C)=O)=C\F)=O)=O Tert-butyl N-[(E)-2-[[2-[2-(cyclobutylamino)-2-oxo-ethyl]-1-oxo-3,4-dihydroisoquinolin-6-yl]oxymethyl]-3-fluoro-allyl]carbamate